1-(6-Chloro-3-methoxypyridin-2-yl)piperazine ClC1=CC=C(C(=N1)N1CCNCC1)OC